C1(=CC=CC=C1)C(C1CCN(CC1)C(=O)C=1C=NC=C(C1)C)C1=CC=CC=C1 3-[4-(diphenylmethyl)piperidine-1-carbonyl]-5-methylpyridine